(S)-tert-butyl (1-oxo-1-((2-(4'-(trifluoromethyl)-[1,1'-biphenyl]-4-yl)ethyl)amino)butan-2-yl)carbamate O=C([C@H](CC)NC(OC(C)(C)C)=O)NCCC1=CC=C(C=C1)C1=CC=C(C=C1)C(F)(F)F